4-{[8-fluoro-6-hydroxy-7-(1,1,4-trioxo-1λ6,2,5-thiadiazolidin-2-yl)-1,2,3,4-tetrahydronaphthalen-2-yl]amino}-2,2-dimethylbutanenitrile FC=1C(=C(C=C2CCC(CC12)NCCC(C#N)(C)C)O)N1S(NC(C1)=O)(=O)=O